C(C)(=O)O[C@H]1C[C@@H]2COC3=C(C(N2C1)=O)C=C(C=N3)N (8S,9aR)-3-amino-5-oxo-8,9,9a,10-tetrahydro-5H,7H-pyrido[3,2-f]pyrrolo[2,1-c][1,4]oxazepin-8-yl acetate